COC(=O)C=1C(N(C2=CC(=CC=C2C1N)OC(F)F)C=1C=NC(=CC1)C)=O 4-Amino-7-(difluoromethoxy)-1-(6-methylpyridin-3-yl)-2-oxo-1,2-dihydroquinoline-3-carboxylic acid methyl ester